(S)-10-((5-chloro-2-morpholinopyrimidin-4-yl)amino)-2,7-dimethyl-1,2,3,4-tetrahydro-[1,4]oxazepino[2,3-c]quinolin-6(7H)-one ClC=1C(=NC(=NC1)N1CCOCC1)NC1=CC=2C3=C(C(N(C2C=C1)C)=O)OCC[C@@H](N3)C